diethylaminoethyl-stearamide C(C)N(CC)CCC(C(=O)N)CCCCCCCCCCCCCCCC